(E)-5-(2-methoxy-6-(triethylsiloxy)styryl)-1,3-benzenediol COC1=C(/C=C/C=2C=C(C=C(C2)O)O)C(=CC=C1)O[Si](CC)(CC)CC